(2R,3R,5R)-tert-Butyl 2-((tert-butyldiphenylsilyloxy)methyl)-5-(hydroxymethyl)-3-(4-octylphenyl)pyrrolidine-1-carboxylate [Si](C1=CC=CC=C1)(C1=CC=CC=C1)(C(C)(C)C)OC[C@@H]1N([C@H](C[C@@H]1C1=CC=C(C=C1)CCCCCCCC)CO)C(=O)OC(C)(C)C